C(C)(C)(C)OC(=O)N1CC2(C1)CN(C2)C2=CC=C(C=C2)Br 6-(4-bromophenyl)-2,6-diazaspiro[3.3]heptane-2-carboxylic acid tert-butyl ester